3-(benzylamino)-4-((4-(5-(chlorodifluoromethyl)-1,2,4-oxadiazol-3-yl)benzyl)(methyl)amino)cyclobut-3-ene-1,2-dione C(C1=CC=CC=C1)NC=1C(C(C1N(C)CC1=CC=C(C=C1)C1=NOC(=N1)C(F)(F)Cl)=O)=O